C(C)(C)(C)OC(=O)N([C@@H](CCCCN)C(=O)O)C(=O)OCC1C2=CC=CC=C2C=2C=CC=CC12 N-(tert-butoxycarbonyl)-Nα-[(9H-fluoren-9-ylmethoxy)carbonyl]-L-lysine